The molecule is a carboxylic acid that is 3-phenylpropanoic acid substituted at position 4 by a 2-hydroxy-3-(propan-2-ylamino)propoxy group. It is a carboxylic acid, a member of ethanolamines and a secondary amino compound. CC(C)NCC(COC1=CC=C(C=C1)CCC(=O)O)O